methyl-3-propylimidazolium bis(trifluoromethanesulfonyl)imide [N-](S(=O)(=O)C(F)(F)F)S(=O)(=O)C(F)(F)F.CC=1NC=C[N+]1CCC